COC(=O)[C@H]1NCCNC1.CC1=NC(=CC(=C1[N+](=O)[O-])NC1=CC=C(CCNC(C)=O)C=C1)C N-(4-(2,6-dimethyl-3-nitropyridin-4-ylamino)phenethyl)acetamide methyl-(S)-2-piperazinecarboxylate